[C@H]12COC[C@H](CC1)N2C2CCC(CC2)N2N=C(C=C2)OCC(COC)(C)C 1-((1r,4r)-4-((1R,5S)-3-oxa-8-azabicyclo[3.2.1]octan-8-yl)cyclohexyl)-3-(3-methoxy-2,2-dimethylpropoxy)-1H-pyrazol